bromo-6-(tert-butoxycarbonylamino)pyridine-2-carboxylic acid methyl ester COC(=O)C1=NC(=CC=C1Br)NC(=O)OC(C)(C)C